(2s,6r)-tert-butyl 2-(aminomethyl)-6-methylmorpholine-4-carboxylate NC[C@H]1CN(C[C@H](O1)C)C(=O)OC(C)(C)C